FC1(CN[C@@H]2[C@H]1N(N(C2)C(C(F)(F)F)=O)CCC(C(=O)OCC=C)(C)C)F (cis)-Allyl 4-(6,6-difluoro-2-(2,2,2-trifluoroacetyl) hexahydropyrrolo[3,2-c]pyrazol-1(2H)-yl)-2,2-dimethylbutanoate